1-{[1-(4-chloro-3-fluorophenyl)-3-(hydroxymethyl)-1H-1,2,4-triazol-5-yl]methyl}-3-{[3-methyl-1-(quinolin-7-yl)-1H-1,2,4-triazol-5-yl]methyl}urea ClC1=C(C=C(C=C1)N1N=C(N=C1CNC(=O)NCC1=NC(=NN1C1=CC=C2C=CC=NC2=C1)C)CO)F